1,4,4a,9a-tetrahydrofluorene C1C=CCC2C3=CC=CC=C3CC12